1-Oleoyl-2-[12-biotinyl(aminododecanoyl)]-sn-glycero-3-phosphocholin C(CCCCCCC\C=C/CCCCCCCC)(=O)OC[C@@H](OC(CCCCCCCCCCC(C(CCCC[C@@H]1SC[C@@H]2NC(=O)N[C@H]12)=O)N)=O)COP(=O)([O-])OCC[N+](C)(C)C